3-((1,2,4-oxadiazol-3-yl)amino)-4-((4-(5-(chlorodifluoromethyl)-1,2,4-oxadiazol-3-yl)benzyl)amino)cyclobut-3-ene-1,2-dione O1N=C(N=C1)NC=1C(C(C1NCC1=CC=C(C=C1)C1=NOC(=N1)C(F)(F)Cl)=O)=O